ClC1=CC(=NC(=N1)C=1C=NC=CC1)N1CC2(C1)CCN(CC2)C(C)=O 1-(2-(6-chloro-2-(pyridin-3-yl)pyrimidin-4-yl)-2,7-diazaspiro[3.5]nonan-7-yl)ethane-1-one